methyl (R)-(3-(3,4-bis(benzyloxy)phenoxy)-2-hydroxypropyl)glycinate C(C1=CC=CC=C1)OC=1C=C(OC[C@@H](CNCC(=O)OC)O)C=CC1OCC1=CC=CC=C1